2-chloro-4-fluorobenzene ClC1=CC=CC(=C1)F